(4S,4aR,5S,5aR,12aR)-7-chloro-4-(dimethylamino)-1,5,10,11,12a-pentahydroxy-6-methylidene-3,12-dioxo-4,4a,5,5a-tetrahydrotetracene-2-carboxamide ClC1=C2C([C@H]3[C@@H]([C@H]4[C@@H](C(C(=C([C@]4(C(C3=C(C2=C(C=C1)O)O)=O)O)O)C(=O)N)=O)N(C)C)O)=C